5-(3-(difluoromethyl)imidazo[1,2-b]pyridazin-6-yl)-N-(2-(4-methylpiperazin-1-yl)pyridin-4-yl)-7H-pyrrolo[2,3-d]pyrimidin-2-amine FC(C1=CN=C2N1N=C(C=C2)C2=CNC=1N=C(N=CC12)NC1=CC(=NC=C1)N1CCN(CC1)C)F